C(CCCCCCCCC)NCCCCCCCCO 8-(decylamino)octan-1-ol